FCCOC(=O)N1CC(CC1C)NS(=O)(=O)C 5-methyl-3-(methylsulfonylamino)pyrrolidine-1-carboxylic acid 2-fluoroethyl ester